CC1=C(C=C(C=2N(C(=NC21)C=2N(C1=C(C(=CC=C1C2)Br)F)C(=O)OC(C)(C)C)C)OC)C(=O)O.CN2CCN(CC2)CC2=CC=C(C=N2)NC(=N)N 1-(6-((4-methylpiperazin-1-yl)methyl)pyridin-3-yl)guanidine methyl-2-(6-bromo-1-(tert-butoxycarbonyl)-7-fluoro-1H-indol-2-yl)-7-methoxy-1-methyl-1H-benzo[d]imidazole-5-carboxylate